(2,4,6-trifluorobenzylcarbamoyl)-2,3,4,5,7,9,13,13a-octahydro-2,5-methanopyrido[1',2':4,5]pyrazino[2,1-b][1,3]oxazepin-8-olate FC1=C(CNC(=O)C23CCC(N4C(O2)CN2C(C4)=C(CC=C2)[O-])C3)C(=CC(=C1)F)F